Cl.BrC1=CC=C2CCC(C(C2=C1)N)(C)C 7-bromo-2,2-dimethyl-1,2,3,4-tetrahydronaphthalen-1-amine hydrochloride